ClC=1C(=NC(=NC1)NC1=C(C=C(C=C1)N1CCC(CC1)N(C)C1CCCCC1)OC(F)F)NC1=C(SC=C1)C(=O)N 3-((5-chloro-2-((4-(4-(cyclohexyl(methyl)amino)piperidin-1-yl)-2-(difluoromethoxy)phenyl)amino)pyrimidin-4-yl)amino)thiophene-2-carboxamide